N-[4-[8-amino-3-(trideuteriomethyl)-5-(trifluoromethyl)imidazo[1,5-a]pyrazin-1-yl]-2,3-difluoro-phenyl]-2-[3-fluoro-5-(trifluoromethyl)phenyl]-2-hydroxy-acetamide NC=1C=2N(C(=CN1)C(F)(F)F)C(=NC2C2=C(C(=C(C=C2)NC(C(O)C2=CC(=CC(=C2)C(F)(F)F)F)=O)F)F)C([2H])([2H])[2H]